C1(CC1)COC1=CC=CC(=N1)S(=O)(=O)NC(=O)C=1C(=NC=CC1)N1C(CC(C1)C)(C)C N-[[6-(Cyclopropylmethoxy)-2-pyridyl]sulfonyl]-2-(2,2,4-trimethylpyrrolidin-1-yl)pyridin-3-carboxamid